BrCCCCC(=O)OCC(CO)O 2,3-dihydroxypropyl 5-bromopentanoate